2,5-diaminophenol dihydrochloride Cl.Cl.NC1=C(C=C(C=C1)N)O